C(C=C)[C@]1(CCC=2C(=NC(=NC2C1=O)OC[C@H]1N(CCC1)C)N1C[C@@H](N(CC1)C(=O)OC(C)(C)C)CC#N)CC1=C(C=CC=C1)Br tert-butyl (S)-4-((R)-7-allyl-7-(2-bromobenzyl)-2-(((S)-1-methylpyrrolidin-2-yl)methoxy)-8-oxo-5,6,7,8-tetrahydroquinazolin-4-yl)-2-(cyanomethyl)piperazine-1-carboxylate